N1=C(C=CC=C1)OC1=CC=C(C=C1)C1CCN(CC1)C(=O)C1CC2(C1)NC(OC2)=O (2s,4s)-2-(4-(4-(pyridin-2-yloxy)phenyl)piperidine-1-carbonyl)-7-oxa-5-azaspiro[3.4]octan-6-one